methyl {(6S)-4-[4'-(2-t-butoxy-2-oxoethoxy)-2'-chloro[1,1'-biphenyl]-4-yl]-2,3,9-trimethyl-6H-thieno[3,2-f][1,2,4]triazolo[4,3-a][1,4]diazepin-6-yl}acetate C(C)(C)(C)OC(COC1=CC(=C(C=C1)C1=CC=C(C=C1)C1=N[C@H](C=2N(C3=C1C(=C(S3)C)C)C(=NN2)C)CC(=O)OC)Cl)=O